C(C(C)C)NCC=1C=C(C=2N(C1)C=CN2)C(=O)[O-].[Li+] lithium 6-((isobutylamino)methyl)imidazo[1,2-a]pyridine-8-carboxylate